F[C@@H]1C[C@H](N(C1)C(=O)OC(C)(C)C)C(=O)OC 1-(tert-butyl) 2-methyl (2S,4R)-4-fluoropyrrolidin-1,2-dicarboxylate